4-{2-[(4-chloro-1H-indol-6-yl)amino]-1H-1,3-benzodiazol-5-yl}cyclohexane-1-carboxylic acid ethyl ester C(C)OC(=O)C1CCC(CC1)C1=CC2=C(NC(=N2)NC2=CC(=C3C=CNC3=C2)Cl)C=C1